OC(CCC(=O)OCCCCCC)C(C)O hexyl 4,5-dihydroxyhexanoate